BrC1=CC(=C(C=C1)N1CC2=CC=CC=C2CC1)O 2-(4-bromo-2-hydroxyphenyl)-3,4-dihydroisoquinoline